C(C)(C)(C)OC(=O)N(CCC(=O)N([C@@H](C(C)C)C(=O)[O-])C)C N-(3-((tert-butoxycarbonyl)(methyl)amino)propanoyl)-N-methyl-L-valinate